rac-(2R,4R)-6-chloro-N-[(1R,4R)-4-{[(6-chloro-1H-benzimidazol-2-yl)methyl]carbamoyl}cyclohexyl]-4-hydroxy-3,4-dihydro-2H-1-benzopyran-2-carboxamide ClC=1C=CC2=C([C@@H](C[C@@H](O2)C(=O)NC2CCC(CC2)C(NCC2=NC3=C(N2)C=C(C=C3)Cl)=O)O)C1 |r|